2-[2-fluoro-4-(piperidine-1-carbonyl)phenyl]-4-[[5-(4-hydroxy-1-piperidyl)-2-pyridyl]amino]-8-methyl-6H-1,6-naphthyridin-5-one FC1=C(C=CC(=C1)C(=O)N1CCCCC1)C1=NC=2C(=CNC(C2C(=C1)NC1=NC=C(C=C1)N1CCC(CC1)O)=O)C